ClC1=CC(=C2C(=N1)C(CN2)(C)C)C=C 5-chloro-7-ethenyl-3,3-dimethyl-1H,2H-pyrrolo[3,2-b]pyridine